C[C@@H]1O[C@@H](CN(C1)C1=CC=CC(=N1)C1=NC2=CC(=NC=C2C=C1)CC(=O)NC1=CC(=C(C=C1)OC)S(=O)(=O)C)C 2-(2-(6-((cis)-2,6-dimethylmorpholino)pyridin-2-yl)-1,6-naphthyridin-7-yl)-N-(4-methoxy-3-(methylsulfonyl)phenyl)acetamide